3-cyclopentyl-1-[4-(1,5-dimethylpyrazol-4-yl)-3,4-dihydro-1H-isoquinolin-2-yl]propan-1-one C1(CCCC1)CCC(=O)N1CC2=CC=CC=C2C(C1)C=1C=NN(C1C)C